C(C1=CC=CC=C1)N1C[C@]2(CC[C@@H]([C@H]1C=C)N2C(=O)OC(C)(C)C)C tert-butyl (1R,4R,5S)-3-benzyl-1-methyl-4-vinyl-3,8-diazabicyclo[3.2.1]octane-8-carboxylate